C(C)(C)(C)OC(NCCCN1CCN(CC1)C1=C2C(N(C(C2=CC=C1)=O)C1C(NC(CC1)=O)=O)=O)=O tert-butyl(3-(4-(2-(2,6-dioxopiperidin-3-yl)-1,3-dioxoisoindolin-4-yl)piperazin-1-yl)propyl)carbamate